C(C)(C)(C)OC(=O)N1CC(CC=C1C=1C=C2C3(C(NC2=C(C1)Cl)=O)CC3)C 6-(7'-Chloro-2'-oxospiro[cyclopropane-1,3'-indoline]-5'-yl)-3-methyl-3,4-dihydropyridine-1(2H)-carboxylic acid tert-butyl ester